O[C@@H]1C[C@H](NCC1)C(=O)OC methyl (2S,4S)-4-hydroxypiperidine-2-carboxylate